CN1C(=NC2=C1C(=O)N(C(=O)N2C)C)/C=C/C3=CC(=CC=C3)Cl The molecule is caffeine substituted at its 8-position by an (E)-3-chlorostyryl group. It has a role as an adenosine A2A receptor antagonist and an EC 1.4.3.4 (monoamine oxidase) inhibitor. It is a trimethylxanthine and a member of monochlorobenzenes. It derives from a caffeine.